O1N=C(C=C1)NC(=O)[C@@H]1CC12CCN(CC2)C(=O)OC(C(F)(F)F)C(F)(F)F |o1:8| 1,1,1,3,3,3-hexafluoro-propan-2-yl (R or S)-1-(isoxazol-3-ylcarbamoyl)-6-azaspiro-[2.5]octane-6-carboxylate